N-[4-(4-chlorophenyl)-1-oxophthalazin-2(1H)-yl]-3-methyl-3-phenylbutanamide ClC1=CC=C(C=C1)C1=NN(C(C2=CC=CC=C12)=O)NC(CC(C)(C1=CC=CC=C1)C)=O